C1=CC=CC=2C3=CC=CC=C3C(C12)COC(N[C@H](C(NCCOCCOCCC(=O)O)=O)CS(=O)(=O)O)=O (R)-1-(9H-fluoren-9-yl)-3,6-dioxo-5-(sulfomethyl)-2,10,13-trioxa-4,7-diazahexadecan-16-oic acid